NC1=CC(=C(OC2=C(C(=NC=N2)N(C(=O)OC(C)(C)C)C(=O)OC(C)(C)C)Cl)C=C1)F 6-(4-amino-2-fluorophenoxy)-5-chloro-N,N-di-tert-butoxycarbonylpyrimidin-4-amine